ON1C(C2=CC=CC=3C2=C(C1=O)C=CC3N3CCN(CCC3)C(=O)OC(C)(C)C)=O tert-butyl 4-(2-hydroxy-1,3-dioxo-benzo[de]isoquinolin-6-yl)-1,4-diazepane-1-carboxylate